C(C)(=O)N[C@@H]1[C@H](C(C(C(O)=O)(O)O[C@H]1[C@H](O)[C@H](O)COC([C@@H](O)C)=O)C(C)=O)O 5-N-Acetyl-9-O-L-lactyl-acetyl-neuraminic acid